BrN1C(N2C3=C(C=CC=C3C13C(N(C1=CC=CC=C13)C)=O)C=C2C#C[Si](C(C)C)(C(C)C)C(C)C)=O bromo-1-methyl-5'-((triisopropylsilyl)ethynyl)spiro[indoline-3,1'-pyrrolo[3,2,1-ij]quinazoline]-2,3'(2'H)-dione